8-oxabicyclo[5.1.0]octane C12CCCCCC2O1